5-bromo-1-(2-((2-((3-chloro-2-fluorobenzyl)amino)-2-oxoethyl)(isopropyl)amino)-2-oxoethyl)-1H-indole-3-carboxamide BrC=1C=C2C(=CN(C2=CC1)CC(=O)N(C(C)C)CC(=O)NCC1=C(C(=CC=C1)Cl)F)C(=O)N